1-(3-bromo-4-(trifluoromethoxy)phenyl)-4-nitro-1H-imidazole BrC=1C=C(C=CC1OC(F)(F)F)N1C=NC(=C1)[N+](=O)[O-]